BrC1=CC=CC=2C=CS(C21)(=O)=O 7-bromo-1λ6-benzothiophene-1,1-dione